1-(4-bromoindolin-1-yl)-2-(2-(phenoxymethyl)thiazol-4-yl)ethan-1-one BrC1=C2CCN(C2=CC=C1)C(CC=1N=C(SC1)COC1=CC=CC=C1)=O